N-[4-(2-{5-chloro-2-oxo-1,2-dihydrospiro[indole-3,4'-piperidin]-1'-yl}ethoxy)phenyl]-N-(2-hydroxyethyl)methanesulfonamide ClC=1C=C2C(=CC1)NC(C21CCN(CC1)CCOC1=CC=C(C=C1)N(S(=O)(=O)C)CCO)=O